NCC(=O)NC=1C=CC(=C(C(=O)O)C1)C(NCCC[C@H](NC(C1=CC=C(C=C1)NCC=1N=C2C(=NC(=NC2=NC1)N)N)=O)C(=O)O)=O (S)-5-(2-aminoacetamido)-2-((4-carboxy-4-(4-(((2,4-diaminopteridin-6-yl)methyl)amino)benzamido)butyl)carbamoyl)benzoic acid